C(C1=CC=CC=C1)N1[C@@H]2[C@H](N(C[C@H](C1)CC2)C(=O)OC(C)(C)C)C(=O)OC 3-(tert-Butyl) 4-methyl (1S,4S,5S)-6-benzyl-3,6-diazabicyclo[3.2.2]nonane-3,4-dicarboxylate